5-(2-methoxypyridin-4-yl)-2,3-dihydrobenzofuran-4-amine COC1=NC=CC(=C1)C1=CC=C2C(CCO2)=C1N